[Si](C1=CC=CC=C1)(C1=CC=CC=C1)(C(C)(C)C)O[C@@H](C)C[C@@H](CCC=C)S(=O)(=O)N(CC1=CC=C(C=C1)OC)CC1=CC=C(C=C1)OC (2S,4R)-2-((TERT-BUTYLDIPHENYLSILYL)OXY)-N,N-BIS(4-METHOXYBENZYL)OCT-7-ENE-4-SULFONAMIDE